bis((di-tert-butylphosphino)methyl)tert-butylamine C(C)(C)(C)P(C(C)(C)C)CN(C(C)(C)C)CP(C(C)(C)C)C(C)(C)C